4-Methyl-N,N-dimethylaniline CC1=CC=C(N(C)C)C=C1